C(CCCCCCC\C=C/C\C=C/CCCCC)(=O)OCC(COC(CCC(OCCOCCCCCCCC)OCCOCCCCCCCC)=O)CO 3-((4,4-bis(2-(octyloxy)ethoxy)butanoyl)oxy)-2-(hydroxymethyl)propyl (9Z,12Z)-octadeca-9,12-dienoate